FC=1C=C(C=C(C1C)NC(=O)C1=CN=C2N1C=CC=C2)C2=NOC(=N2)C2CN(C2)C(=O)OCC ethyl 3-(3-(3-fluoro-5-(imidazo[1,2-a]pyridine-3-carboxamido)-4-methylphenyl)-1,2,4-oxadiazol-5-yl)azetidine-1-carboxylate